ClC=1N=C(C2=C(N1)CCN(C2)CC)NC=2N=CC=1CCC3=C(C1C2F)NC2=C3C(NCC2)=O 2-((2-chloro-6-ethyl-5,6,7,8-tetrahydropyrido[4,3-d]pyrimidin-4-yl)amino)-1-fluoro-5,6,8,9,10,11-hexahydro-7H-pyrido[3',4':4,5]pyrrolo[2,3-f]isoquinolin-7-one